BrC1=C(C=C(C2=CC(=C(C=C12)OC)OC)OC)C(=O)OC methyl 1-bromo-4,6,7-trimethoxy-2-naphthoate